3-amino-N-(5-(2-chlorophenyl)-1,3,4-thiadiazol-2-yl)isoxazole-5-carboxamide NC1=NOC(=C1)C(=O)NC=1SC(=NN1)C1=C(C=CC=C1)Cl